(1S,2R)-2-(2-oxoethyl)cyclopropane-1-carboxylic acid methyl ester COC(=O)[C@@H]1[C@H](C1)CC=O